1,2,3-tris(prop-2-enoxy)propane C(C=C)OCC(COCC=C)OCC=C